N(=[N+]=[N-])C(C)C=1N=C2N(C=C(C=C2N2C3(COC3)C(N(C2=O)C)=O)C2CC2)C1 5-(2-(1-azidoethyl)-6-cyclopropylimidazo[1,2-a]pyridin-8-yl)-7-methyl-2-oxa-5,7-diazaspiro[3.4]octane-6,8-dione